4-BENZYLOXYMETHYL-1H-INDOLE-3-CARBALDEHYDE C(C1=CC=CC=C1)OCC1=C2C(=CNC2=CC=C1)C=O